[Si](C)(C)(C)C#N TMScyanide